4-((N-(5-chloro-2-(methoxycarbonyl)-4-methylthiophen-3-yl)acetamido)methyl)piperidine-1-carboxylic acid tert-butyl ester C(C)(C)(C)OC(=O)N1CCC(CC1)CN(C(C)=O)C1=C(SC(=C1C)Cl)C(=O)OC